P(O)(=O)(OP(=O)(O)OP(=O)(O)O)OC[C@@H]1[C@H](C[C@@](O1)(N1C=NC=2C(N)=NC=NC12)N)O amino-2'-deoxyadenosine-5'-triphosphate